O1COC2=C1C=CC(=C2)CCC2=NN=C1SCC(=NN12)C1=CC=C(C=C1)C1=CC=CC=C1 3-[2-(1,3-Benzodioxol-5-yl)ethyl]-6-(biphenyl-4-yl)-7H-[1,2,4]triazolo[3,4-b][1,3,4]thiadiazine